1-isopropyl-6-[(3S,4S)-4-methyl-1-(quinolin-3-ylmethyl)pyrrolidin-3-yl]-1,5-dihydro-4H-pyrazolo[3,4-d]pyrimidin-4-one C(C)(C)N1N=CC2=C1N=C(NC2=O)[C@@H]2CN(C[C@H]2C)CC=2C=NC1=CC=CC=C1C2